N-(2-methylbut-3-yn-2-yl)benzamide 3-methylpyrrole-2-carboxylate CC1=C(NC=C1)C(=O)O.CC(C)(C#C)NC(C1=CC=CC=C1)=O